CC1=C(OCCCN2C=[N+](C=C2)CCCOC2=C(C=C(C=C2C)C)C)C(=CC(=C1)C)C 1,3-bis[3-(2,4,6-trimethylphenoxy)propyl]imidazolium